4-((tert-butyldiphenylsilyl)oxy)pyrrolidin-2-one [Si](C1=CC=CC=C1)(C1=CC=CC=C1)(C(C)(C)C)OC1CC(NC1)=O